((2-chloro-4-(trifluoromethyl)phenoxy)methyl)-4-ethylpicolinic acid ClC1=C(OCC=2C(=NC=CC2CC)C(=O)O)C=CC(=C1)C(F)(F)F